BrC1C(C2=C(C(=CC=C2C1)F)F)O 2-bromo-6,7-difluoro-2,3-dihydro-1H-inden-1-ol